C1COCCOCCOCCOCCO1 The molecule is a saturated organic heteromonocyclic parent that is cyclopentadecane in which the carbon atoms at positions 1, 4, 7, 10 and 13 have been replaced by oxygen atoms to give a crown ether. It is a crown ether and a saturated organic heteromonocyclic parent.